OCCNS(=O)(=O)C1=CC=C(C=C1)C=1N=NN(N1)CC=1N=NC=CC1 N-(2-hydroxyethyl)-4-(2-(pyridazin-3-ylmethyl)-2H-tetrazol-5-yl)benzenesulfonamide